N[C@@H](C)C(=O)OCC1=CC=CC=C1 benzyl (S)-alaninate